ethyl 2-[o-tolylmethyl(2-pyridylmethyl)amino]-2-oxo-acetate C1(=C(C=CC=C1)CN(C(C(=O)OCC)=O)CC1=NC=CC=C1)C